(4-morpholinyl-2-(pyrrolidin-1-yl)phenyl)-5-(1H-pyrazol-4-yl)furan-2-carboxamide N1(CCOCC1)C1=CC(=C(C=C1)C1=C(OC(=C1)C=1C=NNC1)C(=O)N)N1CCCC1